N-(5-cyclopentylpyrimidin-2-yl)-2-[(4,5-dimethyl-4H-1,2,4-triazol-3-yl)sulfanyl]-5-nitrobenzamide C1(CCCC1)C=1C=NC(=NC1)NC(C1=C(C=CC(=C1)[N+](=O)[O-])SC1=NN=C(N1C)C)=O